CC=1C=CC2=C(S(N=C(O2)C=2C=C(C#N)C=CC2)(=O)=O)C1 3-(7-methyl-1,1-dioxobenzo[e][1,4,3]oxathiazin-3-yl)benzonitrile